[Cl-].[Cl-].C[Si](=[Hf+2](C1C2=CC=CC=C2C=2C=CC=CC12)C1C=CC=C1)C dimethylsilylene(cyclopentadienyl)(9-fluorenyl)hafnium dichloride